(2,4,6-trimethylphenyl)Iodonium Trifluoromethanesulfonate FC(S(=O)(=O)[O-])(F)F.CC1=C(C(=CC(=C1)C)C)[IH+]